magnesium sodium salt [Na].[Mg]